2-[4-(tripropoxysilyl)butyl] ethylene oxide C(CC)O[Si](CCCCC1CO1)(OCCC)OCCC